2-(trifluoromethyl)aniline FC(C1=C(N)C=CC=C1)(F)F